The molecule is a selenoamino acid that is L-selenomethionine in which the methyl group attached to the selenium is replaced by a 5'-adenosyl group. It has a role as a metabolite. It is a member of adenosines and a selenoamino acid. It derives from a L-selenomethionine and an adenosine. C1=NC(=C2C(=N1)N(C=N2)[C@H]3[C@@H]([C@@H]([C@H](O3)C[Se]CC[C@@H](C(=O)O)N)O)O)N